5-oxa-2-azaspiro[3.4]octan-7-one TFA salt OC(=O)C(F)(F)F.C1NCC12OCC(C2)=O